C(C1=CC=CC=C1)OC1=C(C=C(C=C1)C(CNC(C)(C)C)O)CO 1-(4-(benzyloxy)-3-(hydroxymethyl)phenyl)-2-(tertbutylamino)ethan-1-ol